3-hydroxy-N-(4-hydroxyphenyl)-2-(4-nitrobenzyl)-N-phenylpropanamide OCC(C(=O)N(C1=CC=CC=C1)C1=CC=C(C=C1)O)CC1=CC=C(C=C1)[N+](=O)[O-]